(2-amino-6-oxo-1H-purin-9(6H)-yl)-2-(((R)-2-((tert-butoxycarbonyl)amino)-2-phenylacetoxy)methyl)-3-methylenecyclopentyl 2-((tert-butoxycarbonyl)amino)-2-phenylacetate C(C)(C)(C)OC(=O)NC(C(=O)OC1(C(C(CC1)=C)COC([C@@H](C1=CC=CC=C1)NC(=O)OC(C)(C)C)=O)N1C=2N=C(NC(C2N=C1)=O)N)C1=CC=CC=C1